CC=1OC(=NN1)C1=CN(CCS1)C=1C2=C(N=CN1)N(C=C2)COCC[Si](C)(C)C 2-methyl-5-(4-(7-((2-(trimethylsilyl)ethoxy)methyl)-7H-pyrrolo[2,3-d]pyrimidin-4-yl)-3,4-dihydro-2H-1,4-thiazin-6-yl)-1,3,4-oxadiazole